N[C@@H](CNC1=NC(=C2C(=N1)N(N=C2)C)NC2CC(C2)(C)F)C2=CC=CC=C2 N6-[(2R)-2-amino-2-phenyl-ethyl]-N4-(3-fluoro-3-methyl-cyclobutyl)-1-methyl-pyrazolo[3,4-d]pyrimidine-4,6-diamine